2-amino-1-(2-methoxy-4-methylsulfonyl-5-phenoxyphenyl)ethanone hydrochloride Cl.NCC(=O)C1=C(C=C(C(=C1)OC1=CC=CC=C1)S(=O)(=O)C)OC